butene monoxide C1C(CC)O1